C(C)N1C=C(C=C1)C=O (1-ethyl-1H-pyrrol-3-yl)methanone